FC1=C(C(=O)Cl)C=C(C(=C1)[N+](=O)[O-])F 2,5-difluoro-4-nitrobenzoyl chloride